1,1,1,2,2,3,3-HEPTAFLUORoPROPAN FC(C(C(F)F)(F)F)(F)F